CN1C=NC=2CN(CCC21)C 1,5-dimethyl-4,5,6,7-tetrahydro-1H-imidazo[4,5-c]pyridin